6-(2,6-dimethylphenyl)pyridin-2-amine CC1=C(C(=CC=C1)C)C1=CC=CC(=N1)N